N1N=CC(=C1)C1CN(CCC1)C1=NC(=NC=C1)C1=CN=C2N1C=C(C(=C2)F)Br 3-(4-(3-(1H-pyrazol-4-yl)piperidin-1-yl)pyrimidin-2-yl)-6-bromo-7-fluoroimidazo[1,2-a]pyridine